N1=CC(=CC=C1)NC(OC[C@@H]1OC2=C(C3=C(N=C(S3)C3=C4N=CC(=NC4=CC(=C3)CO)OC)C(=C2)C)OC1)=O (R)-(2-(7-(hydroxymethyl)-2-methoxyquinoxalin-5-yl)-4-methyl-7,8-dihydro-[1,4]dioxino[2',3':3,4]benzo[1,2-d]thiazol-7-yl)methyl pyridin-3-ylcarbamate